OC1=CC=C(C=2C=CC=NC12)S(=O)(=O)O L-8-hydroxyquinoline-5-sulfonic acid